C[C@H]1CC2=C(C=3N1C(=NC3)C(C)=O)C=NN2C2=CC=CC=C2 (S)-1-(5-methyl-3-phenyl-4,5-dihydro-3H-imidazo[1,5-a]pyrazolo[4,3-c]pyridin-7-yl)ethan-1-one